COC1=CC=C(C=C1)C1OCC(CO1)(C)C 2-(4-methoxyphenyl)-5,5-dimethyl-1,3-dioxane